methyl (S)-2-((tert-butoxycarbonyl)amino)-3-((2-(naphthalen-1-yl)ethyl)amino)propanoate C(C)(C)(C)OC(=O)N[C@H](C(=O)OC)CNCCC1=CC=CC2=CC=CC=C12